5-((3-bromopropyl)sulfonyl)-1-(tert-butyl)-1H-tetrazole BrCCCS(=O)(=O)C1=NN=NN1C(C)(C)C